7-(imidazo[1,2-b]pyridazin-3-ylethynyl)-N3-(3-(trifluoromethyl)phenyl)benzo[d]isoxazole-3,6-diamine N=1C=C(N2N=CC=CC21)C#CC2=C(C=CC=1C(=NOC12)NC1=CC(=CC=C1)C(F)(F)F)N